C(C(=O)OCCCCCCCCCCCCCCCC)(=O)OCC=C Oxalic acid, allyl hexadecyl ester